2-(6-(((1R,4R,5R,6S)-6-fluoro-1-methyl-2-azabicyclo[2.2.2]octan-5-yl)oxy)pyridazin-3-yl)-5-(1H-imidazol-1-yl)phenol F[C@@H]1[C@@H]([C@H]2CN[C@@]1(CC2)C)OC2=CC=C(N=N2)C2=C(C=C(C=C2)N2C=NC=C2)O